(S)-1-(4-(2-(3,5-dichloro-4-((R)-3-chloro-2-hydroxypropoxy)phenyl)propan-2-yl)phenoxy)-3-(N-(methylsulfonyl)acetamido)propan-2-yl acetate C(C)(=O)O[C@H](COC1=CC=C(C=C1)C(C)(C)C1=CC(=C(C(=C1)Cl)OC[C@H](CCl)O)Cl)CN(C(C)=O)S(=O)(=O)C